NC=1SC(=C(N1)C1=CC=C(C=C1)C)SC 2-amino-4-(p-methylphenyl)-5-methylthiothiazole